2-hydroxy-6-chloropyrido[3,2-d]pyrimidine OC=1N=CC2=C(N1)C=CC(=N2)Cl